FC(C=1C(=C(C=CC1)[C@@H](C)NC1=CC=NC2=CC=C(C=C12)[C@]1(CN(CC1)C(=O)OC(C)C)OC)F)F isopropyl (R)-3-(4-(((R)-1-(3-(difluoromethyl)-2-fluorophenyl)ethyl)amino)quinolin-6-yl)-3-methoxypyrrolidine-1-carboxylate